(2-(3-chlorobenzyl)-1-oxoisoindolin-5-yl)pinacol ClC=1C=C(CN2C(C3=CC=C(C=C3C2)CC(O)(C)C(C)(C)O)=O)C=CC1